2-(diethylamino)ethyl 5-(4-chlorobenzoyl)-1,4-dimethyl-1H-pyrrole-2-acetate ClC1=CC=C(C(=O)C2=C(C=C(N2C)CC(=O)OCCN(CC)CC)C)C=C1